C(C=C)(=O)N1CC(N(CC1)C=1C2=C(N(C(N1)=O)C=1C(=NC=CC1C)C(C)C)N=C(C(=C2)C2CC2)C=2C=CC=C1C=CC=NC21)C 4-(4-acryloyl-2-methylpiperazin-1-yl)-6-cyclopropyl-1-(2-isopropyl-4-methylpyridin-3-yl)-7-(quinolin-8-yl)pyrido[2,3-d]pyrimidin-2(1H)-one